C(CCCCCC(C)C)OC(C=1C(C(=O)OCCCCCCC(C)C)=CC=CC1)=O di-isononyl-phthalate